[Cu].[Bi].[Sn] tin-bismuth copper